1-(1-Naphthyl)piperazine C1(=CC=CC2=CC=CC=C12)N1CCNCC1